FC1=CC(=CC2=C1N=C(S2)C=2CCNCC2)C=2C=CC=1N(N2)C=C(N1)C 6-[4-Fluoro-2-(1,2,3,6-tetrahydropyridin-4-yl)-1,3-benzothiazol-6-yl]-2-methylimidazo[1,2-b]pyridazin